2-(2-methoxyphenoxy)-6H,7H,8H,9H,10H-cyclohepta[b]quinoline-11-amine COC1=C(OC=2C=C3C(=C4C(=NC3=CC2)CCCCC4)N)C=CC=C1